C(C)(C)(C)OC(C(CC1=NC=C(C=C1)OCCOCCOCC)N1CCNCCNCCNCC1)=O 3-{5-[2-(2-ethoxyethoxy)ethoxy]pyridin-2-yl}-2-(1,4,7,10-tetraazacyclododecane-1-yl)propionic acid tert-butyl ester